2-methyl-tetrahydro-3H-pyrrolo[3',2':5,6]Pyrido[3,4-b]Pyrazin-3-one CC1NC=2C(NC1=O)C=NC=1C2C=CN1